FC1=CC(=CC=2N(C(=NC21)C)C(C)C)C=2C=CN1N=C(N=CC12)C1(CCC(CC1)N)N 1-(5-(4-fluoro-1-isopropyl-2-methyl-1H-benzo[d]imidazol-6-yl)pyrrolo[2,1-f][1,2,4]triazin-2-yl)cyclohexane-1,4-diamine